COC1=C(C=CC(=C1)OC)C=CC=O 3-(2,4-dimethoxyphenyl)-prop-2-en-1-one